[(3S)-pyrrolidin-3-yl] 4-[6-[5-(6-methyl-2-pyridyl)-1H-imidazol-4-yl]-3-quinolyl]thiazole-2-carboxylate CC1=CC=CC(=N1)C1=C(N=CN1)C=1C=C2C=C(C=NC2=CC1)C=1N=C(SC1)C(=O)O[C@@H]1CNCC1